C1(CC1)N1N=CC(=C1)NC1=NC=CC=N1 2-((1-Cyclopropyl-1H-pyrazol-4-yl)amino)pyrimidin